ClC1=CC=C(C=C1)C1=C(C(NC2=CC=CC=C12)=O)C1=NN(C(C1)C=1SC(=CC1)Cl)C(C(CC(=O)O)(F)F)=O 4-(3-(4-(4-chlorophenyl)-2-oxo-1,2-dihydroquinolin-3-yl)-5-(5-chlorothiophen-2-yl)-4,5-dihydro-1H-pyrazol-1-yl)-3,3-difluoro-4-oxobutanoic acid